1-(cyclopropylmethyl)-7-methoxy-1H-indole C1(CC1)CN1C=CC2=CC=CC(=C12)OC